ClC=1C=C(C(=NC1)OC)S(=O)(=O)NC1=C(C(=C(C=C1)F)C1=CC=C2C=NNC2=C1F)F 5-chloro-N-[2,4-difluoro-3-(7-fluoro-1H-indazol-6-yl)phenyl]-2-methoxypyridine-3-sulfonamide